3-fluoro-N-{4-fluoro-3-[5-(3-hydroxyazetidin-1-yl)-2H-pyrazolo[3,4-b]pyridin-2-yl]phenyl}azetidine-1-carboxamide FC1CN(C1)C(=O)NC1=CC(=C(C=C1)F)N1N=C2N=CC(=CC2=C1)N1CC(C1)O